acetic acid N-hydroxyethyl-acrylamide OCCNC(C=C)=O.C(C)(=O)O